5-Methyl-N-(quinolin-2-yl)-1-(o-tolyl)-1H-1,2,3-triazole-4-carboxamide CC1=C(N=NN1C1=C(C=CC=C1)C)C(=O)NC1=NC2=CC=CC=C2C=C1